Cl.Cl.Cl.NCCOC([C@@H](N)CCCCN)=O lysine β-aminoethylester trihydrochloride